(R)-6-(5-(azidomethyl)-2-oxooxazolidin-3-yl)-2H-pyrazino[2,3-b][1,4]oxazin-3(4H)-one N(=[N+]=[N-])C[C@H]1CN(C(O1)=O)C1=NC2=C(OCC(N2)=O)N=C1